C1(CCC(N1C(C(=O)O)CC(=O)O)=O)=O.C1(CCC(N1C(C(=O)O)CC(=O)O)=O)=O.C(CO)O ethyleneglycol bis(succinimidyl succinate)